2-(3'-ethoxy-[1,1'-biphenyl]-4-yl)-6-fluoroquinoline-4-carboxylic acid C(C)OC=1C=C(C=CC1)C1=CC=C(C=C1)C1=NC2=CC=C(C=C2C(=C1)C(=O)O)F